FC(CN1N=CC(=C1)NC1=NN2C(C(=N1)OC=1C=C(C=CC1F)CCC#CC[NH-])=CC=C2)F N-(3-((2-((1-(2,2-difluoroethyl)-1H-pyrazol-4-yl)amino)pyrrolo[2,1-f][1,2,4]triazin-4-yl)oxy)-4-fluorophenyl)pent-2-ynylamide